BrC=1N=C(C=2N(C1)C=CN2)CC2CCC(CC2)C 6-Bromo-8-[(4-methylcyclohexyl)methyl]imidazo[1,2-a]pyrazine